5-Amino-5-deoxy-D-arabinitol NC[C@H]([C@H]([C@@H](CO)O)O)O